10-chloro-2-[2-(3-chloro-2-pyridyl)-5-(difluoromethyl)pyrazol-3-yl]benzo[g][3,1]benzoxazin-4-one ClC1=C2C(=CC=3C(OC(=NC31)C=3N(N=C(C3)C(F)F)C3=NC=CC=C3Cl)=O)C=CC=C2